C(N)(=O)C1=CC=NC(=C1C=1C=C2C=NN(C2=CC1)C)C1=CC(=C(C=C1)C#N)F 4-carbamoyl-6-(4-cyano-3-fluorophenyl)-5-(1-methyl-1H-indazol-5-yl)pyridine